BrC1=CC=C2NCC(N(C2=C1)C)=O 7-bromo-1-methyl-1,2,3,4-tetrahydroquinoxalin-2-one